CC([C@H](N)C(=O)O)C1=CC=CC=C1 β-methylphenylalanine